O=C1C=C[C@@H](O1)CC(=O)[O-] [(2S)-5-oxo-2,5-dihydrofuran-2-yl]acetate